OCC=1C=C2C3=C(C(N(C3=CC=C2)C2C(NC(CC2)=O)=O)=O)C1 3-(4-(Hydroxymethyl)-2-oxobenzo[cd]indol-1(2H)-yl)piperidine-2,6-dione